1-benzyl-3-octadecylimidazolium formate C(=O)[O-].C(C1=CC=CC=C1)N1C=[N+](C=C1)CCCCCCCCCCCCCCCCCC